6-methoxyquinazoline-8-carboxamide COC=1C=C2C=NC=NC2=C(C1)C(=O)N